9H-fluoren-9-ylmethyl 3-vinylpyrrolidine-1-carboxylate C(=C)C1CN(CC1)C(=O)OCC1C2=CC=CC=C2C=2C=CC=CC12